(5R)-2-(5-Fluoro-2-methylpyridin-4-yl)-N-[(3S)-9-fluoro-2-oxo-5-phenyl-1,3-dihydro-1,4-benzodiazepin-3-yl]-5-methyl-6,7-dihydro-5H-pyrazolo[5,1-b][1,3]oxazine-3-carboxamide FC=1C(=CC(=NC1)C)C1=NN2C(O[C@@H](CC2)C)=C1C(=O)N[C@@H]1C(NC2=C(C(=N1)C1=CC=CC=C1)C=CC=C2F)=O